CS(=O)(=O)OC(C)C=1C=NC=C(C1)Cl 1-(5-chloropyridin-3-yl)ethyl methanesulfonate